1-(4-fluoro-7-methyl-1H-indole-2-carbonyl)piperidine FC1=C2C=C(NC2=C(C=C1)C)C(=O)N1CCCCC1